OC(CNC1=CC=C(C=C1)N)CO N-(beta,gamma-dihydroxypropyl)-para-phenylenediamine